4-(5-Fluoro-1-(2-methoxyethyl)-1H-benzo[d]imidazol-2-ylamino)-N-hydroxybenzoamide FC1=CC2=C(N(C(=N2)NC2=CC=C(C(=O)NO)C=C2)CCOC)C=C1